D-glutamic acid dibenzyl ester hydrochloride Cl.C(C1=CC=CC=C1)OC([C@H](N)CCC(=O)OCC1=CC=CC=C1)=O